{3-[(cyclopropylmethyl-amino)-(6-methoxy-naphthalen-2-yl)-methyl]-phenyl}-amide C1(CC1)CNC(C=1C=C(C=CC1)[NH-])C1=CC2=CC=C(C=C2C=C1)OC